C(C)C1=NC2=C(C=C(C=C2C=C1)Br)N1CCC(CC1)(F)F Ethyl-6-bromo-8-(4,4-difluoropiperidin-1-yl)quinolin